ethyl 2-[7-bromo-5-(4-fluoro-3-methyl-phenyl)-4-oxo-pyrrolo[2,1-f][1,2,4]triazin-3-yl]acetate BrC1=CC(=C2C(N(C=NN21)CC(=O)OCC)=O)C2=CC(=C(C=C2)F)C